3-fluoro-N-(3-fluoro-5-(quinoxaline-6-carbonyl)phenyl)benzamide FC=1C=C(C(=O)NC2=CC(=CC(=C2)C(=O)C=2C=C3N=CC=NC3=CC2)F)C=CC1